[K].CC(CCCCCC)C1=C(C=C(C=C1)C)O 2-(1-methylheptyl)-5-methylphenol, potassium salt